1,3-dihydroxy-6-methoxy-7-methyl-anthraquinone OC1=CC(=CC=2C(C3=CC(=C(C=C3C(C12)=O)C)OC)=O)O